C(C)(C)(C)N1CCC(CC1)N1N=NC(=C1)[C@H](C=1C=NC=CC1)NC=1C=C2C(=C(C=NC2=C(C1)Cl)C#N)NC1=C(C(=CC=C1)Cl)F (S)-6-(((1-(1-(tert-butyl)piperidin-4-yl)-1H-1,2,3-triazol-4-yl)(pyridin-3-yl)methyl)amino)-8-chloro-4-((3-chloro-2-fluorophenyl)amino)quinoline-3-carbonitrile